2-(6-{5-chloro-2-[(oxan-4-yl)amino]pyrimidin-4-yl}-1-oxo-2,3-dihydro-1H-isoindol-2-yl)-N-[1-(6-methylpyridin-3-yl)ethyl]acetamide ClC=1C(=NC(=NC1)NC1CCOCC1)C1=CC=C2CN(C(C2=C1)=O)CC(=O)NC(C)C=1C=NC(=CC1)C